CN1CCC(CC1)N1N=CC(=C1)N 1-(1-methyl-4-piperidinyl)pyrazol-4-amine